4-(3-(2-(10H-PHENOXAZIN-10-YL)PYRIDIN-5-YL)-9H-CARBAZOL-9-YL)BENZONITRIL C1=CC=CC=2OC3=CC=CC=C3N(C12)C1=NC=C(C=C1)C=1C=CC=2N(C3=CC=CC=C3C2C1)C1=CC=C(C#N)C=C1